1-methyl-2-[(p-tolylthio)methyl]-1H-indole-3,5-dicarboxylic acid diethyl ester C(C)OC(=O)C1=C(N(C2=CC=C(C=C12)C(=O)OCC)C)CSC1=CC=C(C=C1)C